C1(CC1)C=1N=NN(C1)[C@H](C(=O)N1[C@@H](C[C@H](C1)O)C(=O)NC1=C(C=CC(=C1)NS(=O)(=O)C)OC)C(C)(C)C (2S,4r)-1-[(2S)-2-(4-cyclopropyl-triazol-1-yl)-3,3-dimethyl-butyryl]-4-hydroxy-N-[5-(methylsulfonylamino)-2-methoxy-phenyl]pyrrolidine-2-carboxamide